C1(=CC=CC=C1)NC(=O)C12OC=3C=CC=CC3C(C1=C2)=NO N-phenyl-7-(hydroxylimino)cyclopropa[b]chromen-1a-carboxamide